1-benzyl-4,4-dimethyl-6-nitro-3,4-dihydroquinolin-2(1H)-one C(C1=CC=CC=C1)N1C(CC(C2=CC(=CC=C12)[N+](=O)[O-])(C)C)=O